OC(CC(=O)N1CC(C1)C)(C)C 3-hydroxy-3-methyl-1-(3-methylazetidin-1-yl)butan-1-one